C(C=CC=CC=CCCCCCCCCCC)(=O)O 8Z,10E,12E-Heptadecatrienoic acid